2λ2-isoquinolin-3-one C=1[N]C(C=C2C=CC=CC12)=O